NC1CN(CC(C1(F)F)C)C(=O)OC(C)(C)C tert-Butyl 3-amino-4,4-difluoro-5-methylpiperidine-1-carboxylate